CN1C(\C(\C=2C=NC=CC21)=C(\C2=CC=CC=C2)/NC2=CC=C(C=C2)N(CCN2CCN(CC2)C)C)=O (Z)-methyl-3-(((4-(methyl(2-(4-methylpiperazin-1-yl)ethyl)amino)phenyl)amino)(phenyl)methylene)-2-oxo-2,3-dihydro-1H-pyrrolo[3,2-c]pyridine